2-chloro-4-((4-((1-(5-((2S,6R)-2,6-dimethylmorpholino)pyrimidin-2-yl)ethyl)amino)-1-methyl-2-oxo-1,2-dihydroquinolin-6-yl)amino)nicotinonitrile ClC1=C(C#N)C(=CC=N1)NC=1C=C2C(=CC(N(C2=CC1)C)=O)NC(C)C1=NC=C(C=N1)N1C[C@@H](O[C@@H](C1)C)C